N-((2-(6-(((3S,4S)-4-(dimethylamino)tetrahydrofuran-3-yl)(methyl)amino)pyridin-2-yl)-1,6-naphthyridin-7-yl)methyl)-5-(methylsulfonyl)nicotinamide CN([C@H]1[C@@H](COC1)N(C1=CC=CC(=N1)C1=NC2=CC(=NC=C2C=C1)CNC(C1=CN=CC(=C1)S(=O)(=O)C)=O)C)C